hexadecane-3,6-diol CCC(CCC(CCCCCCCCCC)O)O